2-fluoro-N-(1H-indol-5-yl)benzamide FC1=C(C(=O)NC=2C=C3C=CNC3=CC2)C=CC=C1